[Si](C)(C)(C(C)(C)C)OCCN(C(CCl)=O)C1=CC=CC=C1 N-[2-(tert-butyldimethylsilyloxy)ethyl]-N-phenyl-2-chloroacetamide